FN1C(OC(=C1F)C(C)(C)C)=O 3,4-difluoro-tert-butyloxazolinone